tert-butyl (S)-2-(6-bromo-1-oxoisoindolin-2-yl)propanoate BrC1=CC=C2CN(C(C2=C1)=O)[C@H](C(=O)OC(C)(C)C)C